2-(6-(tert-butyl)pyridin-3-yl)-4-oxo-4H-pyrido[1,2-a]pyrimidine-3-carbonitrile C(C)(C)(C)C1=CC=C(C=N1)C=1N=C2N(C(C1C#N)=O)C=CC=C2